O=C1N(CCC(N1)=O)C1=C(CN2CCN(CC2)CC2=CC3=C(N(C(=N3)NC(C3=CC(=CC=C3)C(F)(F)F)=O)C3CCC(CC3)CO)C=C2)C=CC=C1 N-(5-((4-(2-(2,4-dioxotetrahydropyrimidin-1(2H)-yl)benzyl)piperazin-1-yl)methyl)-1-((1s,4s)-4-(hydroxymethyl)cyclohexyl)-1H-benzo[d]imidazol-2-yl)-3-(trifluoromethyl)benzamide